C1(CCCC1)N(C(=O)OCC1=C(SC(=C1)F)C1=CC=C(C(=N1)C)O[C@@H]1C[C@H](CCC1)C(=O)O)C (1S,3S)-3-((6-(3-(((cyclopentyl(methyl)carbamoyl)oxy)methyl)-5-fluorothiophen-2-yl)-2-methyl-Pyridin-3-yl)oxy)cyclohexane-1-carboxylic acid